(S)-N-((S)-1-cyano-2-(2-fluoro-4-(2-methyl-1-oxo-1,2,3,4-tetrahydroisoquinolin-6-yl)phenyl)ethyl)-1,4-oxazepane-2-carboxamide C(#N)[C@H](CC1=C(C=C(C=C1)C=1C=C2CCN(C(C2=CC1)=O)C)F)NC(=O)[C@H]1OCCCNC1